COC1=NC=NC2=CC=C(C=C12)C=1C=CN2N=C(N=CC21)N[C@@H]2C[C@H](C2)NC trans-N1-(5-(4-methoxyquinazolin-6-yl)pyrrolo[2,1-f][1,2,4]triazin-2-yl)-N3-methylcyclobutane-1,3-diamine